Oxazole-2-carboxylic acid ((R)-7-benzyloxy-2,3-dihydro-benzo[1,4]dioxin-2-ylmethyl)-(1-benzyl-piperidin-4-ylmethyl)-amide C(C1=CC=CC=C1)OC=1C=CC2=C(O[C@@H](CO2)CN(C(=O)C=2OC=CN2)CC2CCN(CC2)CC2=CC=CC=C2)C1